N1N=C(C=C1)C1=CC=C(C=C1)C=1C(N(C=C2C=CC(=NC12)OCC)C1=CC2=CN(N=C2C=C1)C)=O 8-(4-(1H-pyrazol-3-yl)phenyl)-2-ethoxy-6-(2-methyl-2H-indazol-5-yl)-1,6-naphthyridin-7(6H)-one